[1,2,4]triazinone N=1NC(N=CC1)=O